N-((7-(1-(4-Chlorobenzyl)piperidin-3-yl)-2-methylpyrazolo[1,5-a]pyrimidin-3-yl)methyl)propan-2-amine ClC1=CC=C(CN2CC(CCC2)C2=CC=NC=3N2N=C(C3CNC(C)C)C)C=C1